CN1C(=NC2=C(C1=O)SC=C2C(C)NC2=C(C(=O)O)C=CC=C2)N2CCCCC2 2-((1-(3-methyl-4-oxo-2-(piperidin-1-yl)-3,4-dihydrothieno[3,2-d]pyrimidin-7-yl)ethyl)amino)benzoic acid